ClC=1C=C(C=CC1Cl)NCCCCC1=CC(=NO1)C(=O)NO 5-(4-((3,4-dichlorophenyl)amino)butyl)-N-hydroxyisoxazole-3-carboxamide